[Cl-].C(C)OC[N+](C)(C)CC1=CC=CC=C1 EthoxyBenzyl-Trimethyl-Ammonium Chloride